C(#N)[C@H](C[C@H]1C(NCC1)=O)NC(=O)[C@@H]1[C@H]2C([C@H]2CN1C(CNC1(COC1)C(F)(F)F)=O)(C)C (1R,2S,5S)-N-[(1S)-1-cyano-2-[(3S)-2-oxopyrrolidin-3-yl]ethyl]-6,6-dimethyl-3-[2-[[3-(trifluoromethyl)oxetan-3-yl]amino]acetyl]-3-azabicyclo[3.1.0]hexane-2-carboxamide